ClC1=CC=C2N(C1=O)C1(CN(CC1)C(=O)OCC1=CC=CC=C1)NC2=O benzyl 6-chloro-1,5-dioxo-2,5-dihydro-1H-spiro[imidazo[1,5-a]pyridine-3,3'-pyrrolidine]-1'-carboxylate